CC(CC(CCC(C)=O)=O)CCC=CCCC 7-methyltetradec-10-ene-2,5-dione